[O-]CC.[O-]CC.[O-]CC.C(C=C)[Sn+3] allyl-tin tri(ethoxide)